(2r,3s,4s,5r)-3-(3,4-difluoro-2-vinylphenyl)-N-(1-(difluoromethyl)-3-methyl-1H-pyrazol-4-yl)-4,5-dimethyl-5-(trifluoromethyl)tetrahydrofuran-2-carboxamide FC=1C(=C(C=CC1F)[C@H]1[C@@H](O[C@]([C@H]1C)(C(F)(F)F)C)C(=O)NC=1C(=NN(C1)C(F)F)C)C=C